[Tc](=O)(=O)(=O)[O-].[Ag+] silver pertechnetate